C(C)(C)(C)OC(NC[C@H](CCC(=O)C=1C=CC2=C(N=CS2)C1)C)=O (S)-(5-(benzo[d]thiazol-5-yl)-2-methyl-5-oxopentyl)carbamic acid tert-butyl ester